5-((2s,6r)-2-(((S)-4-(3,3-dimethylbutyryl)-3-ethylpiperazin-1-yl)methyl)-6-methylmorpholino)quinoline-8-carbonitrile CC(CC(=O)N1[C@H](CN(CC1)C[C@@H]1O[C@@H](CN(C1)C1=C2C=CC=NC2=C(C=C1)C#N)C)CC)(C)C